OC1=C(C=CC=C1)C1=NC=2C(=C3C(=NC2)N(C=C3)S(=O)(=O)C3=CC=CC=C3)N1[C@@H]1CC[C@H](CC1)C#N trans-4-(2-(2-hydroxyphenyl)-6-(phenylsulfonyl)imidazo[4,5-d]Pyrrolo[2,3-b]Pyridin-1(6H)-yl)cyclohexanecarbonitrile